5-(trifluoromethyl)-tetrazole FC(C1=NN=NN1)(F)F